(1-(3-cyano-6-(1-methyl-1H-pyrazol-4-yl)pyrazolo[1,5-a]pyridin-4-yl)-1H-pyrazol-4-yl)carbamic acid tert-butyl ester C(C)(C)(C)OC(NC=1C=NN(C1)C=1C=2N(C=C(C1)C=1C=NN(C1)C)N=CC2C#N)=O